OC=1C=C(C=CC1C(NC=1SC(=CN1)[N+](=O)[O-])=O)NC(OC(C)(C)C)=O tert-butyl (3-hydroxy-4-((5-nitrothiazol-2-yl)carbamoyl)phenyl)carbamate